C(=O)O.NC1=CN=NC2=CC(=CC=C12)C=1C=C(C2=C(C=CO2)C1)B(O)O [5-(4-AMINOCINNOLIN-7-YL)-1-BENZOFURAN-7-YL]BORONIC ACID FORMIC ACID SALT